2-(thiophen-2-yl)maleonitrile S1C(=CC=C1)/C(/C#N)=C/C#N